C(\C=C\C(=O)[O-])(=O)OC(C)(CC)C1CCC(CC1)CCCC (4-butylcyclohexyl)sec-butyl fumarate